2-(((S)-1-(((S)-1,1-bis(3-fluoro-4-methoxyphenyl)propan-2-yl)amino)-1-oxopropan-2-yl)carbamoyl)-4-methoxypyridin-3-yl acetate C(C)(=O)OC=1C(=NC=CC1OC)C(N[C@H](C(=O)N[C@H](C(C1=CC(=C(C=C1)OC)F)C1=CC(=C(C=C1)OC)F)C)C)=O